[Mn+2].ClC1(N2CCN(CCC(NCCN(C1)C)CC2)C)Cl Dichloro-4,11-dimethyl-1,4,7,11-tetraazabicyclo[6.5.2]pentadecane Manganese(II)